C1(=CC=CC=C1)[C@H]1CC[C@H](CC1)OC[C@@H]1N(CCC[C@@H]1C1=NNC=C1)C(=O)OC1CCC1 cyclobutyl (CIS)-2-((((CIS)-4-phenylcyclohexyl)oxy)methyl)-3-(1H-pyrazol-3-yl)piperidine-1-carboxylate